5-(Trifluoromethyl)nicotinimidamide hydrochloride Cl.FC(C=1C=NC=C(C(N)=N)C1)(F)F